C(#N)C=1C(=C(C=CC1)C(C)NC1=NN=C(C2=CC(=C(C=C12)NC)C(=O)NC1CCOCC1)C)C 1-((1-(3-cyano-2-methylphenyl)ethyl)amino)-4-methyl-7-(methylamino)-N-(tetrahydro-2H-pyran-4-yl)phthalazine-6-carboxamide